OF OXYLFLUORIDE